C(C)C1(C(N[C@H](C1)CCN1CC2CN(CC2C1)C1=CC=CC=C1)=O)CC (5R)-3,3-diethyl-5-(2-(5-phenylhexahydropyrrolo[3,4-c]pyrrol-2(1H)-yl)ethyl)pyrrolidin-2-one